[C@H]12CN(C[C@H](CC1)N2)C2=NC(=NC1=C(C(=CC=C21)C2=CC(=CC1=CC=CC=C21)O)F)C(CO)O 1-(4-((1R,5S)-3,8-diazabicyclo[3.2.1]octan-3-yl)-8-fluoro-7-(3-hydroxynaphthalen-1-yl)quinazolin-2-yl)ethane-1,2-diol